N,N-bis-(1,4-dimethylpentyl)-p-phenylenediamine CC(CCC(C)C)N(C1=CC=C(C=C1)N)C(CCC(C)C)C